C1(CC1)C(=O)NC1=NC=C(C(=C1)NC1=CN(C2=C1C(N(C=C2)CC(=O)OCC)=O)C)C(NC([2H])([2H])[2H])=O Ethyl 2-(3-((2-(cyclopropanecarboxamido)-5-((methyl-d3)carbamoyl)pyridin-4-yl)amino)-1-methyl-4-oxo-1,4-dihydro-5H-pyrrolo[3,2-c]pyridin-5-yl)acetate